1-(3-(3-((tert-butyldimethylsilyl) oxy) propoxy)-5-methyl-4-nitro-1H-pyrazol-1-yl) cyclopropanecarboxylate C1(CC1)C(=O)ON1N=C(C(=C1C)[N+](=O)[O-])OCCCO[Si](C)(C)C(C)(C)C